4-((3-chloro-4-((3-fluorobenzyl)oxy)phenyl)amino)-6-nitroquinazolin-7-ol ClC=1C=C(C=CC1OCC1=CC(=CC=C1)F)NC1=NC=NC2=CC(=C(C=C12)[N+](=O)[O-])O